N-(2-chloro-4-fluoro-3-iodophenyl)ethanesulfonamide ClC1=C(C=CC(=C1I)F)NS(=O)(=O)CC